N-(4-chlorophenyl)-4-methyl-N-(trifluoromethyl)benzenesulfonamide ClC1=CC=C(C=C1)N(S(=O)(=O)C1=CC=C(C=C1)C)C(F)(F)F